bromo-cholesterol BrCC(C)CCC[C@@H](C)[C@H]1CC[C@H]2[C@@H]3CC=C4C[C@@H](O)CC[C@]4(C)[C@H]3CC[C@]12C